1,2-dihydro-naphtho[2,1-b]furan-1,2-diol C1(C2=C(OC1O)C=CC1=CC=CC=C12)O